4-(3-hydroxypropoxy)-3,5-dimethoxyphenol OCCCOC1=C(C=C(C=C1OC)O)OC